Cl.N[C@@H]1CN(CC1)C=1C=2CCCCC2N=C2C=CC(=CC12)C1=C(C=O)C=CC=C1 {9-[(3S)-3-Aminopyrrolidin-1-yl]-5,6,7,8-tetrahydroacridin-2-yl}benzaldehyde hydrochloride